C(C)(C)(C)OC(=O)N1C(CNCC1)CO 1-t-butoxycarbonyl-2-hydroxymethylpiperazine